Cl.FC(C12CC(C1)(C2)N)(F)F 3-(trifluoromethyl)bicyclo[1.1.1]pentan-1-amine hydrochloride salt